ClC1=NC=C(C(=N1)C1=CC2=C(N=CS2)C=C1)F 6-(2-Chloro-5-fluoropyrimidin-4-yl)benzothiazole